O=C1OC(CC1C1CC(C2=C(C1)C(=O)OC2=O)C)=O 5-(2,5-dioxotetrahydro-3-furyl)-3-methylcyclohexene-1,2-dicarboxylic anhydride